(2S,3S)-3-METHYL-1-(THIOPHEN-2-YL)HEX-5-ENE-2-SULFONAMIDE C[C@H]([C@H](CC=1SC=CC1)S(=O)(=O)N)CC=C